[Ru](Cl)Cl.C1(=CC=CC=C1)P(C1=CC=CC=C1)C1=CC=CC=C1.C1(=CC=CC=C1)P(C1=CC=CC=C1)C1=CC=CC=C1.C1(=CC=CC=C1)P(C1=CC=CC=C1)C1=CC=CC=C1 tris-(triphenylphosphine) ruthenium dichloride